C1(CC1)C=1NC2=C(C=C(C=C2C1C=O)C)C 2-CYCLOPROPYL-5,7-DIMETHYL-1H-INDOLE-3-CARBOXALDEHYDE